2-(3-(5-amino-6-(1-(2-cyanopropan-2-yl)-1H-pyrazol-4-yl)pyrazin-2-yl)-4-methylphenyl)-3,3,3-trifluoro-2-hydroxypropanamide trifluoroacetate FC(C(=O)O)(F)F.NC=1N=CC(=NC1C=1C=NN(C1)C(C)(C)C#N)C=1C=C(C=CC1C)C(C(=O)N)(C(F)(F)F)O